N-(2,3-dihydro-1H-inden-2-yl)-6-methyl-4-[(1-methylcyclopropyl)amino]furo[2,3-d]pyrimidine-5-carboxamide C1C(CC2=CC=CC=C12)NC(=O)C1=C(OC=2N=CN=C(C21)NC2(CC2)C)C